N-[4-[(6,7-dimethoxy-1,5-naphthyridin-4-yl)oxy]-3-fluorophenyl]-5-(furan-3-yl)-4-hydroxy-2,6-dimethylpyridine-3-carboxamide COC=1N=C2C(=CC=NC2=CC1OC)OC1=C(C=C(C=C1)NC(=O)C=1C(=NC(=C(C1O)C1=COC=C1)C)C)F